1-(1-(3-bromo-5-fluorophenyl)ethyl)-4-(3-(2-methylpyridin-4-yl)-1H-pyrazolo[3,4-b]pyridin-5-yl)pyridine-2(1H)-one BrC=1C=C(C=C(C1)F)C(C)N1C(C=C(C=C1)C=1C=C2C(=NC1)NN=C2C2=CC(=NC=C2)C)=O